C(C)(C)(C)OC(NC1=CNC2=CC=C(C=C12)C=1C=NN(C1)C1=CC=C(C=C1)C(F)(F)F)=O N-[5-[1-[4-(trifluoromethyl)phenyl]pyrazol-4-yl]-1H-indol-3-yl]carbamic acid tert-butyl ester